indium-gallium-zinc [Zn].[Ga].[In]